trans-3-(tert-butoxycarbonylamino)cyclohexanecarboxylic acid C(C)(C)(C)OC(=O)N[C@@H]1C[C@H](CCC1)C(=O)O